trans-4-phenylpyrrolidine-1,3-dicarboxylate C1(=CC=CC=C1)[C@H]1[C@@H](CN(C1)C(=O)[O-])C(=O)[O-]